3'H-Spiro[benzofuran-2,1'-isobenzofuran]-3,3'-dione C12(OC(C3=CC=CC=C13)=O)OC1=C(C2=O)C=CC=C1